C1(CC1)N1N=CC(=C1)[C@@H]1OCC[C@@H](C1)C1=NC(=C2NC(=NC2=N1)N(C)C)C12CC(C1)(C2)C(F)(F)F 2-[(2R,4S)-2-(1-cyclopropylpyrazol-4-yl)tetrahydropyran-4-yl]-N,N-dimethyl-6-[3-(trifluoromethyl)-1-bicyclo[1.1.1]pentanyl]-7H-purin-8-amine